C1(CC1)C[C@H]1C[C@@H]2[C@H](N[C@H]1CC2)C(=O)N2CCC(CC2)C2=CN(C1=CN=CC=C12)C1=C(C(=O)N(C(C)C)C(C)C)C=C(C=C1)F 2-(3-{1-[(1S,3S,4R,6s)-6-(cyclopropylmethyl)-2-azabicyclo[2.2.2]octane-3-carbonyl]piperidin-4-yl}-1H-pyrrolo[2,3-c]pyridin-1-yl)-5-fluoro-N,N-di(propan-2-yl)benzamide